Methyl (Z)-1-(4-amino-2-fluorobut-2-en-1-yl)-4-(3-(N-(tert-butyl)sulfamoyl)phenyl)-1H-benzo[d][1,2,3]triazole-6-carboxylate hydrochloride Cl.NC\C=C(\CN1N=NC2=C1C=C(C=C2C2=CC(=CC=C2)S(NC(C)(C)C)(=O)=O)C(=O)OC)/F